O=C1NC(CCC1N1CCOC2=C1C=CC=C2N2CCC(CC2)CC(=O)O)=O 2-[1-[4-(2,6-dioxo-3-piperidinyl)-2,3-dihydro-1,4-benzoxazin-8-yl]-4-piperidinyl]acetic acid